NCC1=NNC(C2=CC=C(C=C12)C=1C=NN(C1C1=C(C#N)C(=CC(=C1F)Cl)N1CCCC1)C)=C=O 2-(4-(4-(aminomethyl)-1-carbonyl-1,2-dihydro-phthalazin-6-yl)-1-methyl-1H-pyrazol-5-yl)-4-chloro-3-fluoro-6-(pyrrolidin-1-yl)benzonitrile